(4-methylbenzyl)trimethylammonium chloride [Cl-].CC1=CC=C(C[N+](C)(C)C)C=C1